(7R)-2-(1-{[1-(4-chlorobenzoyl)azetidin-3-yl]methyl}-2-[1-(cyclopropylmethyl)-1H-pyrrolo[2,3-b]pyridin-2-yl]-7-methoxy-1H-1,3-benzodiazole-5-carbonyl)-2-azabicyclo[2.2.1]heptan-7-amine ClC1=CC=C(C(=O)N2CC(C2)CN2C(=NC3=C2C(=CC(=C3)C(=O)N3C2CCC(C3)[C@H]2N)OC)C2=CC=3C(=NC=CC3)N2CC2CC2)C=C1